ClC=1C=C(C=CC1OCC1=NC=CC=C1)NC1=NC=NC2=CC=C(C(=C12)OC)NC(\C=C\[C@@H]1N(CCC1)C)=O (R,E)-N-(4-((3-Chloro-4-(pyridin-2-ylmethoxy)phenyl)amino)-5-methoxyquinazoline-6-yl)-3-(1-methylpyrrolidin-2-yl)acrylamide